Cl.ClC1=C(C=CC(=C1)C(F)(F)F)NC(CN1C=2N(C(C(=C1CC)N1CCNCC1)=O)N=C(N2)C2=CC(=NC=C2)OC)=O N-[2-chloro-4-(trifluoromethyl)phenyl]-2-[5-ethyl-2-(2-methoxypyridin-4-yl)-7-oxo-6-(piperazin-1-yl)-[1,2,4]triazolo[1,5-a]pyrimidin-4-yl]acetamide hydrochloride